6-{[4-(3,6-dichloro-5-methylpyridazin-4-yl)butyl]Amino}pyridine-2-carboxylic acid ethyl ester C(C)OC(=O)C1=NC(=CC=C1)NCCCCC1=C(N=NC(=C1C)Cl)Cl